N[C@H](C(=O)OC)CC1=CC=C(C2=C1N=C(O2)C)C2=C(C=C(C=C2OC)COCC)OC methyl (S)-2-amino-3-(7-(4-(ethoxymethyl)-2,6-dimethoxyphenyl)-2-methylbenzo[d]oxazol-4-yl)propanoate